BrC=1C=C2CNC(C2=CC1)C 5-bromo-2,3-dihydro-1-methyl-1H-isoindole